P(OC1=C(C=CC(=C1)C(C)(C)C)C(C)(C)C)(OC1=C(C=CC(=C1)C(C)(C)C)C(C)(C)C)OC1=C(C=CC(=C1)C(C)(C)C)C(C)(C)C tris(2,5-di-t-butylphenyl) phosphite